aminoallyl-cytidine NC=CC[C@@]1([C@H](O)[C@H](O)[C@@H](CO)O1)N1C(=O)N=C(N)C=C1